1-(5-bromo-1H-pyrrolo[2,3-b]pyridin-3-yl)-N,N,N-trimethyl-methanaminium BrC=1C=C2C(=NC1)NC=C2C[N+](C)(C)C